(R)-N-(1-(3-amino-5-(trifluoromethyl)phenyl)ethyl)-2-methyl-7-(pyrrolidin-1-yl)-6-(3,3,3-trifluoroprop-1-en-2-yl)pyrido[2,3-d]pyrimidin-4-amine NC=1C=C(C=C(C1)C(F)(F)F)[C@@H](C)NC=1C2=C(N=C(N1)C)N=C(C(=C2)C(=C)C(F)(F)F)N2CCCC2